OC(CN(CCCCCCCC(=O)OC(CCCCCCCC)CCCCCCCC)CCCCCC(=O)OC(C)CCC(CC)C)CCCCNC(=O)C1=CNC=C1 heptadecan-9-yl 8-((2-hydroxy-6-(1H-pyrrole-3-carboxamido)hexyl)(6-((5-methylheptan-2-yl)oxy)-6-oxohexyl)amino)octanoate